ClC1=C(C=C(C2=CN(N=C12)C(C(=O)NC=1SC=CN1)C1=C2N(C=N1)CCC2)C)C2=CC=C(C=C2)[C@H]2[C@@H](CN(CC2)CC)F 2-(7-chloro-6-(4-((3S,4S)-1-ethyl-3-fluoropiperidin-4-yl)phenyl)-4-methyl-2H-indazol-2-yl)-2-(6,7-dihydro-5H-pyrrolo[1,2-c]imidazol-1-yl)-N-(thiazol-2-yl)acetamide